4-(3-(6-fluoro-1H-indol-3-yl)-4-methylpyrrolidin-1-yl)butanoic acid methyl ester COC(CCCN1CC(C(C1)C)C1=CNC2=CC(=CC=C12)F)=O